Cl.C(C)(=O)OC[C@@H](C(NC1=CC=C2C=NN(C2=C1)C=1C=C(C=CC1)C)=O)N (S)-2-amino-3-oxo-3-((1-(m-tolyl)-1H-indazol-6-yl)amino)propyl acetate hydrochloride